2-((1-methyl-1H-imidazol-5-yl)methoxy)-5-(pyridin-2-yl)pyrimidine CN1C=NC=C1COC1=NC=C(C=N1)C1=NC=CC=C1